C(CCCCCCCC\C=C\CCCCC)=O (E)-hexadec-10-enal